Cl.CC=1C=C2C3C=CC(C2=CC1)N3C(C)C 4-Methyl-11-(propan-2-yl)-11-azatricyclo[6.2.1.02,7]undeca-2,4,6,9-tetraene hydrochloride